1-(4-methyl-5-(3H-pyrazolo[3,4-c][2,6]naphthyridin-7-yl)pyridin-2-yl)propan-1-ol CC1=CC(=NC=C1C=1N=CC=2C3=C(N=CC2C1)NN=C3)C(CC)O